5-bromo-7-fluoro-3-iodoquinoline 1-oxide BrC1=C2C=C(C=[N+](C2=CC(=C1)F)[O-])I